NC1=C(C(=O)NC2CC3(C2)CCN(CC3)C)C=CC=C1 amino-N-(7-methyl-7-azaspiro[3.5]non-2-yl)benzamide